5-fluoro-N-hydroxy-6-((3-oxo-2,3-dihydro-4H-benzo[b][1,4]oxazin-4-yl)methyl)nicotinamide FC=1C(=NC=C(C(=O)NO)C1)CN1C2=C(OCC1=O)C=CC=C2